NC(CC(=O)O)C1=CC(=CC=C1)CC1=C(C=CC=C1)Cl 3-amino-3-(3-(2-chlorobenzyl)phenyl)propionic acid